CN(\C(\C)=N\C(=S)C1=CC=NC=C1)C (NE)-N-[1-(dimethylamino)ethylidene]pyridine-4-carbothioamide